N-[(6-Amino-2-pyridyl)sulfonyl]-6-(3-fluoro-4-methylphenyl)-2-(2,4,6-trimethylphenoxy)pyridin-3-carboxamid NC1=CC=CC(=N1)S(=O)(=O)NC(=O)C=1C(=NC(=CC1)C1=CC(=C(C=C1)C)F)OC1=C(C=C(C=C1C)C)C